BrC1=CN(C2=NC=CC(=C21)OC2=C(C=C(C=C2F)NC(OC2=CC=CC=C2)=O)F)S(=O)(=O)C2=CC=C(C=C2)C phenyl (4-{[3-bromo-1-(4-methylbenzene-1-sulfonyl)-1H-pyrrolo[2,3-b]pyridin-4-yl]oxy}-3,5-difluorophenyl)carbamate